BrC1=CC=C(C=2N1N=CC2C(=O)N2CC(CCC2)COC2=C(C=CC=C2)C)Cl (7-bromo-4-chloropyrazolo[1,5-a]pyridin-3-yl)(3-((o-tolyloxy)methyl)piperidin-1-yl)methanone